3-(4-bromophenyl)-N,N-dimethylcyclobutylamine BrC1=CC=C(C=C1)C1CC(C1)N(C)C